3-(4-t-butylphenyl)-4-(4-ethylphenyl)-5-(4-biphenylyl)-1,2,4-triazole C(C)(C)(C)C1=CC=C(C=C1)C1=NN=C(N1C1=CC=C(C=C1)CC)C1=CC=C(C=C1)C1=CC=CC=C1